6-Chloro-4-ethyl-5-methylpyridazin-3-amine ClC1=C(C(=C(N=N1)N)CC)C